C(C1=CC=CC=C1)(=O)N[C@@H]1CN(CC1)C(=O)OC(C)(C)C tert-butyl (S)-3-benzamidopyrrolidine-1-carboxylate